(4S)-7-chloro-6-(3-chloro-6-methoxy-2-pyridinyl)-2,4-dimethyl-8-(trifluoromethyl)-4H-[1,2,4]triazolo[1,5-a][1,4]benzodiazepine ClC1=C(C=CC2=C1C(=N[C@H](C=1N2N=C(N1)C)C)C1=NC(=CC=C1Cl)OC)C(F)(F)F